4-(butylamino)-3-sulfamoyl-benzoic acid C(CCC)NC1=C(C=C(C(=O)O)C=C1)S(N)(=O)=O